(2R,3S,4S)-4-hydroxy-2-[(4-methoxyphenyl)methyl]pyrrolidin-3-yl 2-{6,6-difluoro-2-azaspiro[3.3]heptan-2-yl}acetate FC1(CC2(CN(C2)CC(=O)O[C@H]2[C@H](NC[C@@H]2O)CC2=CC=C(C=C2)OC)C1)F